Racemic-(2-(4-fluorophenyl)cyclopropyl)(4-(2-methyl-5-(trifluoromethyl)phenyl)piperazin-1-yl)methanone FC1=CC=C(C=C1)C1C(C1)C(=O)N1CCN(CC1)C1=C(C=CC(=C1)C(F)(F)F)C